CC1=CC=C(C=C1)C(CCO)O 1-(4-methylphenyl)-1,3-propanediol